8-(2-hydroxyethoxy)-4-methyl-2-oxo-1H-quinolin OCCOC=1C=CC=C2C(=CC(NC12)=O)C